ClC(C(=O)N(NC([C@H](CC(C)C)NC(CNC1=CC(=CC=C1)OC)=O)=O)CCC(=O)N)F 3-(1-(2-chloro-2-fluoroacetyl)-2-((S)-2-(2-((3-methoxyphenyl)amino)acetamido)-4-methylpentanoyl)hydrazinyl)propanamide